COC(=O)[C@H]1CCCC=2N1C(N(N2)CC2=CC(=NC=C2)C(F)(F)F)=O |r| Methyl-(5RS)-3-oxo-2-{[2-(trifluoromethyl)pyridin-4-yl]methyl}-2,3,5,6,7,8-hexahydro[1,2,4]triazolo[4,3-a]pyridine-5-carboxylate